FC(C(C(F)(F)F)OC1(C(C(C=C1Cl)(F)F)(F)F)F)(F)F 5-(1,1,1,3,3,3-hexafluoroprop-2-yloxy)-1-chloro-3,3,4,4,5-pentafluorocyclopentene